N-(2-((2R,6S)-2,6-dimethylmorpholinyl)pyrimidin-4-yl)-5-(2-fluoro-4-methoxyphenyl)pyridazin-3-amine C[C@@H]1CN(C[C@@H](O1)C)C1=NC=CC(=N1)NC=1N=NC=C(C1)C1=C(C=C(C=C1)OC)F